6-(3-acrylamidocyclobutoxy)-N-(4-fluorobenzyl)-7-methoxyquinazoline-4-carboxamide C(C=C)(=O)NC1CC(C1)OC=1C=C2C(=NC=NC2=CC1OC)C(=O)NCC1=CC=C(C=C1)F